3-[1-[[3,5-bis(trifluoromethyl)benzoyl]amino]ethyl]-N-pyrimidin-2-yl-pyrazine-2-carboxamide FC(C=1C=C(C(=O)NC(C)C=2C(=NC=CN2)C(=O)NC2=NC=CC=N2)C=C(C1)C(F)(F)F)(F)F